ClC1=CC=C(C=C1)C1=C(N=C(N=N1)N[C@@H]1[C@H](CC2=CC=C(C=C12)C)C)N 6-(4-chlorophenyl)-N3-[(1R,2S)-2,6-dimethyl-2,3-dihydro-1H-inden-1-yl]1,2,4-triazine-3,5-diamine